tert-butyl 2-(cyanomethyl)-4-[7-(5-isoquinolyl)-2-[[(2S)-1-methylpyrrolidin-2-yl]methoxy]-6,8-dihydro-5H-pyrido[3,4-d]pyrimidin-4-yl]piperazine-1-carboxylate C(#N)CC1N(CCN(C1)C=1C2=C(N=C(N1)OC[C@H]1N(CCC1)C)CN(CC2)C2=C1C=CN=CC1=CC=C2)C(=O)OC(C)(C)C